1-(propan-2-yl)-1H-pyrazole-5-carboxamide CC(C)N1N=CC=C1C(=O)N